8,8-dimethyl-7-oxo-2-[5-(trifluoromethyl)pyridine-2-carbonyl]-2-azaspiro[3.5]non-5-ene-6-carbonitrile CC1(C(C(=CC2(CN(C2)C(=O)C2=NC=C(C=C2)C(F)(F)F)C1)C#N)=O)C